1-(4-chloro-5-(2,2,2-trifluoroethyl)-5H-pyrido[4',3':4,5]pyrrolo[3,2-d]pyrimidin-8-yl)-N-methylmethanamine ClC=1C2=C(N=CN1)C1=C(N2CC(F)(F)F)C=NC(=C1)CNC